1-(1,3-benzodioxol-4-yl)-N-[(5-phenyl-3-thienyl)methyl]-methanamin O1COC2=C1C=CC=C2CNCC2=CSC(=C2)C2=CC=CC=C2